C1(CCCC1)SCC(=O)C1=NC=C(C=C1)C1=NOC(=N1)C(F)(F)F 2-(cyclopentylthio)-1-(5-(5-(trifluoromethyl)-1,2,4-oxadiazol-3-yl)pyridin-2-yl)ethan-1-one